(R)-N-((R)-(4-cyano-1-methyl-1H-pyrazol-3-yl)(1-methylcyclopentyl)methyl)-2-methylpropane-2-sulfinamide C(#N)C=1C(=NN(C1)C)[C@H](N[S@](=O)C(C)(C)C)C1(CCCC1)C